CN(C)CCCC[C@@H](C(=O)O)N(C)C N2,N2,N6,N6-tetramethyl-L-lysine